7-((2S,5R)-4-acryloyl-2,5-dimethylpiperazin-1-yl)-9-chloro-3-((dimethylamino)methyl)-10-(4-fluorophenyl)-2H-[1,4]oxazino[2,3,4-ij]quinazolin-5(3H)-one C(C=C)(=O)N1C[C@@H](N(C[C@H]1C)C1=NC(N2C3=C(C(=C(C=C13)Cl)C1=CC=C(C=C1)F)OCC2CN(C)C)=O)C